4-(difluoromethyl)-N-[4-fluoro-5-[1-(5-formylpyrimidin-2-yl)-3,6-dihydro-2H-pyridin-4-yl]-2-[(3R,5S)-3,4,5-trimethylpiperazin-1-yl]phenyl]-6-oxo-1H-pyridine-3-carboxamide FC(C=1C(=CNC(C1)=O)C(=O)NC1=C(C=C(C(=C1)C=1CCN(CC1)C1=NC=C(C=N1)C=O)F)N1C[C@H](N([C@H](C1)C)C)C)F